di-tert-butyl 1-(4-(tert-butoxy)-3,3-dimethyl-4-oxobutyl)-6-oxohexahydropyrrolo[3,2-c]pyrazole-2,4-dicarboxylate C(C)(C)(C)OC(C(CCN1N(CC2C1C(CN2C(=O)OC(C)(C)C)=O)C(=O)OC(C)(C)C)(C)C)=O